C(#N)C=1C=CC2=CNN=C2C1O[C@@H]1CN(C[C@H]1F)CC(=O)OCC ethyl 2-((3R,4R)-3-((6-cyano-2H-indazol-7-yl)oxy)-4-fluoro-pyrrolidin-1-yl)acetate